2-(diethylamino)-1-(4-(2-(4-isopropyl-5-(8-methoxy-[1,2,4]triazolo[1,5-a]pyridin-6-yl)-1H-pyrazol-3-yl)thiazol-5-yl)piperidin-1-yl)ethan-1-one C(C)N(CC(=O)N1CCC(CC1)C1=CN=C(S1)C1=NNC(=C1C(C)C)C=1C=C(C=2N(C1)N=CN2)OC)CC